(R)-3-(3-chloro-4-fluorophenyl)-1-methyl-1-(4-oxo-4,6,8,9-tetrahydro-5H-pyrano[3,4-b]thieno[2,3-d]pyridin-9-yl)urea ClC=1C=C(C=CC1F)NC(N([C@H]1COCC=2NC(C3=C(C21)SC=C3)=O)C)=O